C1(CCCCC1)C1(CCC1)C(=O)O 1-cyclohexylcyclobutane-1-carboxylic acid